tert-butyl 4-(2-(1-((benzyloxy)carbonyl)piperidin-4-yl)propan-2-yl)piperazine-1-carboxylate C(C1=CC=CC=C1)OC(=O)N1CCC(CC1)C(C)(C)N1CCN(CC1)C(=O)OC(C)(C)C